methoxyethyl VINYL ETHER C(=C)OCCOC